FC1=CC=C(C=C1)[C@@H](C(=O)NCC1=CC=C(C=C1)OCC(C)C)NC1CCN(CC1)C (S)-2-(4-fluorophenyl)-N-(4-isobutoxybenzyl)-2-((1-methylpiperidin-4-yl)amino)acetamide